COC(=O)C1=CN(C=C1)[C@@H]1[C@@H](CCCC1)NC(=O)OC(C)(C)C 1-((1S,2R)-2-((tert-butoxycarbonyl)amino)cyclohexyl)-1H-pyrrole-3-carboxylic acid methyl ester